(3-mercaptopropyl) sulfide SCCCSCCCS